NC1=C(C=CC=C1)C1=CC=CC=C1 2'-amino-1,1'-Biphenyl